ClC1=CC=C(C(=O)C2=C(C(=O)O)C=C(C=C2F)C(C)(CC)O)C=C1 (+)-2-(4-chlorobenzoyl)-3-fluoro-5-(2-hydroxybut-2-yl)benzoic acid